t-butyldiethanolamine C(C)(C)(C)N(CCO)CCO